The molecule is an RNA fragment comprised of seven guanosine, five uridine, eight cytidine and four adenosine residues connected by 3'->5' phosphodiester linkages in the sequence G-U-U-U-G-G-C-G-A-C-G-U-C-C-C-A-C-A-U-G-A-G-C-C. It has a role as an epitope. C1=CN(C(=O)N=C1N)[C@H]2[C@@H]([C@@H]([C@H](O2)COP(=O)(O)O[C@@H]3[C@H](O[C@H]([C@@H]3O)N4C=CC(=NC4=O)N)COP(=O)(O)O[C@@H]5[C@H](O[C@H]([C@@H]5O)N6C=NC7=C6N=C(NC7=O)N)COP(=O)(O)O[C@@H]8[C@H](O[C@H]([C@@H]8O)N9C=NC1=C(N=CN=C19)N)COP(=O)(O)O[C@@H]1[C@H](O[C@H]([C@@H]1O)N1C=NC2=C1N=C(NC2=O)N)COP(=O)(O)O[C@@H]1[C@H](O[C@H]([C@@H]1O)N1C=CC(=O)NC1=O)COP(=O)(O)O[C@@H]1[C@H](O[C@H]([C@@H]1O)N1C=NC2=C(N=CN=C21)N)COP(=O)(O)O[C@@H]1[C@H](O[C@H]([C@@H]1O)N1C=CC(=NC1=O)N)COP(=O)(O)O[C@@H]1[C@H](O[C@H]([C@@H]1O)N1C=NC2=C(N=CN=C21)N)COP(=O)(O)O[C@@H]1[C@H](O[C@H]([C@@H]1O)N1C=CC(=NC1=O)N)COP(=O)(O)O[C@@H]1[C@H](O[C@H]([C@@H]1O)N1C=CC(=NC1=O)N)COP(=O)(O)O[C@@H]1[C@H](O[C@H]([C@@H]1O)N1C=CC(=NC1=O)N)COP(=O)(O)O[C@@H]1[C@H](O[C@H]([C@@H]1O)N1C=CC(=O)NC1=O)COP(=O)(O)O[C@@H]1[C@H](O[C@H]([C@@H]1O)N1C=NC2=C1N=C(NC2=O)N)COP(=O)(O)O[C@@H]1[C@H](O[C@H]([C@@H]1O)N1C=CC(=NC1=O)N)COP(=O)(O)O[C@@H]1[C@H](O[C@H]([C@@H]1O)N1C=NC2=C(N=CN=C21)N)COP(=O)(O)O[C@@H]1[C@H](O[C@H]([C@@H]1O)N1C=NC2=C1N=C(NC2=O)N)COP(=O)(O)O[C@@H]1[C@H](O[C@H]([C@@H]1O)N1C=CC(=NC1=O)N)COP(=O)(O)O[C@@H]1[C@H](O[C@H]([C@@H]1O)N1C=NC2=C1N=C(NC2=O)N)COP(=O)(O)O[C@@H]1[C@H](O[C@H]([C@@H]1O)N1C=NC2=C1N=C(NC2=O)N)COP(=O)(O)O[C@@H]1[C@H](O[C@H]([C@@H]1O)N1C=CC(=O)NC1=O)COP(=O)(O)O[C@@H]1[C@H](O[C@H]([C@@H]1O)N1C=CC(=O)NC1=O)COP(=O)(O)O[C@@H]1[C@H](O[C@H]([C@@H]1O)N1C=CC(=O)NC1=O)COP(=O)(O)O[C@@H]1[C@H](O[C@H]([C@@H]1O)N1C=NC2=C1N=C(NC2=O)N)CO)OP(=O)(O)O)O